1-[2-cyano-4-(trifluoromethyl)phenyl]-4-{3-fluoro-2'-methoxy-[2,3'-bipyridin]-5-yl}-N-[(3R)-1-methylpyrrolidin-3-yl]piperidine-4-carboxamide C(#N)C1=C(C=CC(=C1)C(F)(F)F)N1CCC(CC1)(C(=O)N[C@H]1CN(CC1)C)C=1C=C(C(=NC1)C=1C(=NC=CC1)OC)F